N5-(3-fluorophenyl)-N5-methyl-[1,2,4]triazolo[4,3-a]quinazoline-5,8-diamine FC=1C=C(C=CC1)N(C1=NC=2N(C3=CC(=CC=C13)N)C=NN2)C